bromo-4-chloro-2-fluoroaniline BrNC1=C(C=C(C=C1)Cl)F